CCC(CC)N1C(C2=CC=C3C4=C(NC5=C3C2=C(C1=O)C=C5)C=CC5=CC=CC=C54)=O 2-(pentan-3-yl)benzo[lmn]naphtho[2,1-c][2,8]phenanthroline-1,3(2H,6H)-dione